C1(CC1)OC1=CN=CC(=N1)NC=1C(=NOC1C1=CC=C(C(=N1)C)NC(OC(C)(C)C)=O)C tert-butyl (6-(4-((6-cyclopropoxypyrazin-2-yl)amino)-3-methylisoxazol-5-yl)-2-methylpyridin-3-yl)carbamate